6'-methoxy-5'-(N-methylsulfamoyl)-5,6-dihydro-[3,3'-bipyridine]-1(2H)-carboxylic acid tert-butyl ester C(C)(C)(C)OC(=O)N1CC(=CCC1)C=1C=NC(=C(C1)S(NC)(=O)=O)OC